7-nitroso-4-oxa-7-azaspiro[2.5]octane N(=O)N1CCOC2(CC2)C1